(2R)-N-((R)-(4-cyclopropoxy-3-fluorophenyl)(5-fluoro-6-(trifluoromethyl)pyridin-2-yl)methyl)-2-methyl-3-oxopiperazine-1-carboxamide C1(CC1)OC1=C(C=C(C=C1)[C@@H](NC(=O)N1[C@@H](C(NCC1)=O)C)C1=NC(=C(C=C1)F)C(F)(F)F)F